15-methyl-6-hexadecenoic acid CC(CCCCCCCC=CCCCCC(=O)O)C